COC(=O)C=1C(=CC(=C(C1)OCC1=CC=CC=C1)C)C1=C(C=C(C(=C1)C)OCC1=CC=CC=C1)F 4,4'-bis(benzyloxy)-2'-fluoro-5,5'-dimethyl-[1,1'-biphenyl]-2-carboxylic acid methyl ester